C(C)(C)(C)N1N=C(C(=C1C)O)C1=C(C=CC=C1)OCCC 1-(tert-Butyl)-3-(2-propoxyphenyl)-5-methylpyrazole-4-ol